3-(((1R)-1-(2-(3-azabicyclo[3.1.0]hexan-3-yl)-3,6-dimethyl-4-oxo-3,4-dihydroquinazolin-8-yl)ethyl)amino)-6-chloropyrazine-2-carboxylic acid C12CN(CC2C1)C1=NC2=C(C=C(C=C2C(N1C)=O)C)[C@@H](C)NC=1C(=NC(=CN1)Cl)C(=O)O